1-(4-((2-aminoethyl)amino)-6-methylpyrimidin-2-yl)-3-(3,4-dichlorophenyl)urea NCCNC1=NC(=NC(=C1)C)NC(=O)NC1=CC(=C(C=C1)Cl)Cl